[O-2].[Mg+2] Magnesium(II) oxid